C(CCCCCCCCCCCCCCCCCC#C)(=O)O icos-19-ynoic acid